CN(S(=O)(=O)C1=CC=C(C=C1)C1=CN=C(C2=C1N=C(N=C2)NC2CCC(CC2)OC)NC(C2=CC=CC=C2)=O)C N-(8-(4-(N,N-dimethylsulfamoyl)phenyl)-2-(((1R,4R)-4-methoxycyclohexyl)amino)pyrido[4,3-d]pyrimidin-5-yl)benzamide